(L)-(+)-Mandelic Acid C1=CC=C(C=C1)[C@H](C(=O)O)O